2-((2,3-dihydro-1H-inden-5-yl)oxy)-N-(1H-pyrazol-3-yl)-N-(thiazol-5-ylmethyl)-acetamide C1CCC2=CC(=CC=C12)OCC(=O)N(CC1=CN=CS1)C1=NNC=C1